1-chloropropan-2-one O-allyloxime C(C=C)ON=C(CCl)C